CN(CCNC1=NC(=NC2=CC=CC=C12)NCCC1=CC=C(C=C1)CC)C N4-(2-(dimethylamino)ethyl)-N2-(4-ethylphenethyl)quinazoline-2,4-diamine